5-[4-(2-chloro-6-hydroxybenzoylamino)phenyl]-1,3-dihydronaphtho[1,2-e]-1,4-diazepine-2-one ClC1=C(C(=O)NC2=CC=C(C=C2)C=2C3=C(NC(CN2)=O)C2=CC=CC=C2C=C3)C(=CC=C1)O